C(C)OC(=O)C1=C(N(C2=CC=C(C(=C12)CN1CCCCC1)O)C=1C=C(C=CC1)C)C hydroxy-2-methyl-4-(piperidin-1-ylmethyl)-1-(m-tolyl)-1H-indole-3-carboxylic acid ethyl ester